BrC1=CC(=C(OCC2=NC(=CC=C2)OC2CCNCC2)C=C1)F 2-((4-bromo-2-fluorophenoxy)methyl)-6-(piperidin-4-yloxy)pyridine